FC1=C(C=CC=C1F)N1C=C(C=CC1=O)C(=O)O 1-(2,3-difluorophenyl)-6-oxo-1,6-dihydropyridine-3-carboxylic acid